N[C@@H](C(=O)O)CNC(C1=CC(=CC(=C1)F)C1=C(C=NN1CC)C)=O (R)-2-amino-3-(3-(1-ethyl-4-methyl-1H-pyrazol-5-yl)-5-fluorobenzamido)propanoic acid